NC1=NC=2C=C(C(=CC2C2=C1COC2)C(=O)N(C)CC=2N=NC(=CC2)C2CC2)Cl 4-amino-7-chloro-N-((6-cyclopropyl-3-pyridazinyl)methyl)-N-methyl-1,3-dihydrofuro[3,4-c]quinoline-8-carboxamide